FC1=CC=C(C=C1)C1=C(COC2=CC=C(C=C12)OCCC1=NN=NN1)CN1CCCC1 5-(2-((4-(4-fluorophenyl)-3-(pyrrolidin-1-ylmethyl)-2H-chromen-6-yl)oxy)ethyl)-1H-tetrazole